9H-carbazole-9-ethanol C1=CC=CC=2C3=CC=CC=C3N(C12)CCO